CC1=C(C(=O)N[C@H](C)C=2C=C(C=CC2)N2CCN(CC2)CCC(=O)O)C=C(C=C1)N1CCN(CC1)C 3-[4-[3-[(1R)-1-[[2-Methyl-5-(4-methylpiperazin-1-yl)benzoyl]amino]ethyl]phenyl]piperazin-1-yl]propanoic acid